(2H)-isoquinolinone C1(NC=CC2=CC=CC=C12)=O